1-methyl-4-naphthaleneethanone CC1=CC=C(C2=CC=CC=C12)CC=O